(R)-(+)-2,2'-bis(diphenylphosphino)-1,1-binaphthyl C1(=CC=CC=C1)P(C1=C(C2=CC=CC=C2C=C1)C1=C(C=CC2=CC=CC=C12)P(C1=CC=CC=C1)C1=CC=CC=C1)C1=CC=CC=C1